(S)-quinuclidin-3-yl (5-(3-(methoxymethoxy)phenyl)-2,2-dimethyl-2,3-dihydro-1H-inden-1-yl)carbamate COCOC=1C=C(C=CC1)C=1C=C2CC(C(C2=CC1)NC(O[C@@H]1CN2CCC1CC2)=O)(C)C